ClC1=CC=C(S1)C1=C(C(=NN1CCO)NC(=O)C1CC(C1)(F)F)C1CCC1 N-(5-(5-chlorothiophen-2-yl)-4-cyclobutyl-1-(2-hydroxyethyl)-1H-pyrazol-3-yl)-3,3-difluorocyclobutane-1-carboxamide